tert-Butyl (2S,4S)-4-((8-(benzyloxy)-7-bromoquinoxalin-2-yl)amino)-2-((3-((tert-butyldiphenylsilyl)oxy)propyl)carbamoyl)piperidine-1-carboxylate C(C1=CC=CC=C1)OC=1C(=CC=C2N=CC(=NC12)N[C@@H]1C[C@H](N(CC1)C(=O)OC(C)(C)C)C(NCCCO[Si](C1=CC=CC=C1)(C1=CC=CC=C1)C(C)(C)C)=O)Br